(2R,3S,5R)-5-(6-Amino-2-fluoro-9H-purin-9-yl)-2-((((S)-(((S)-1-(2-ethylbutoxy)-1-oxopropan-2-yl)amino)(phenoxy)phosphoryl)oxy) methyl)-2-ethynyltetrahydrofuran-3-yl nonanoate C(CCCCCCCC)(=O)O[C@@H]1[C@@](O[C@H](C1)N1C2=NC(=NC(=C2N=C1)N)F)(C#C)CO[P@](=O)(OC1=CC=CC=C1)N[C@H](C(=O)OCC(CC)CC)C